4-(2-{[6-(2,2-difluoro-4-phenylbutoxy)hexyl]amino}-1-hydroxy-ethyl)-2-(hydroxymethyl)phenol FC(COCCCCCCNCC(O)C1=CC(=C(C=C1)O)CO)(CCC1=CC=CC=C1)F